2-ethylhexyl 3-((2-((6-methylpyridin-2-yl)methyl)-1-oxo-1,2-dihydrophthalazin-6-yl)thio)propanoate CC1=CC=CC(=N1)CN1C(C2=CC=C(C=C2C=N1)SCCC(=O)OCC(CCCC)CC)=O